2-(5-cyclohexyl-2-methyl-phenoxy)acetic acid C1(CCCCC1)C=1C=CC(=C(OCC(=O)O)C1)C